4-butyl-4'-ethynyl-1,1'-biphenyl C(CCC)C1=CC=C(C=C1)C1=CC=C(C=C1)C#C